1-ethyl-3-((2S)-1,1,1,5,5,5-hexafluoro-4-methoxypentan-2-yl)-1-((S)-2,2,2-trifluoro-1-(5-methoxy-4-(8-methoxy-2-methylimidazo[1,2-a]pyrazin-6-yl)pyridin-2-yl)ethyl)urea C(C)N(C(=O)N[C@H](C(F)(F)F)CC(C(F)(F)F)OC)[C@H](C(F)(F)F)C1=NC=C(C(=C1)C=1N=C(C=2N(C1)C=C(N2)C)OC)OC